ClC=1C(=NC=C(C1)C(F)(F)F)CNC(=O)C1CN(C(C1)=O)C1CCC1 N-[[3-chloro-5-(trifluoromethyl)pyridin-2-yl]methyl]-1-cyclobutyl-5-oxopyrrolidine-3-carboxamid